CS(=O)(=O)C(C)N1C(C=NC=C1)=O 1-(1-(methylsulfonyl)ethyl)pyrazin-2(1H)-one